phthalimidothiazole C1(C=2C(C(N1C=1SC=CN1)=O)=CC=CC2)=O